2-(ethoxymethyl)-9-isobutoxy-1H-imidazo[4,5-c]quinolin-4-amine C(C)OCC=1NC2=C(C(=NC=3C=CC=C(C23)OCC(C)C)N)N1